CC1OC(OC1C)C1CC2OC2CC1 3-(4,5-dimethyl-1,3-dioxolane-2-yl)-7-oxabicyclo[4.1.0]heptane